OC1(C(C(=O)C2=CC=CC=C2)C=CC(=C1)OC)O 2,2-dihydroxyl-4-methoxyl-benzophenone